S(=O)(=O)(O)O.NNC1=CC=C(C=C1)N amino-p-phenylenediamine sulfate